1,1-dimethoxydodecane COC(CCCCCCCCCCC)OC